[N+](=[N-])=CC(CC[C@@H](C(=O)OC(C)C)NC([C@H](CC1=CNC2=CC(=CC=C12)OC)O)=O)=O isopropyl (S)-6-diazo-2-((S)-2-hydroxy-3-(6-methoxy-1H-indol-3-yl)propanamido)-5-oxohexanoate